N-((1-fluorocyclopropyl)methyl)-2-methylbenzamide FC1(CC1)CNC(C1=C(C=CC=C1)C)=O